C(CCC)[C@@]1(CS(C2=C([C@H](N1)C1=CC=CC=C1)C=C(C(=C2)OC)O)(=O)=O)CC (3R,5R)-3-butyl-3-ethyl-2,3,4,5-tetrahydro-8-methoxy-5-phenyl-1,4-benzothiazepine-7-ol 1,1-dioxide